NC=1OC=2CC(CC(C2C(C1C#N)C1=CC=C(C=C1)N(C1=CC=CC=C1)C1=CC=CC=C1)=O)(C)C 2-Amino-4-(4-(diphenylamino)phenyl)-7,7-dimethyl-5-oxo-5,6,7,8-tetrahydro-4H-chromen-3-carbonitrile